ClCC(C(F)(F)F)(Cl)Cl 1,2,2-trichloro-3,3,3-trifluoro-propane